3,7-dimethyl-1-hepten-3-ol CC(C=C)(CCCCC)O